5-(2,3-dimethyl-3H-imidazo[4,5-b]pyridin-5-yl)-N-(trans-3-morpholinocyclobutyl)pyrrolo[2,1-f][1,2,4]triazin-2-amine CC1=NC=2C(=NC(=CC2)C=2C=CN3N=C(N=CC32)N[C@@H]3C[C@H](C3)N3CCOCC3)N1C